CC(CCCCC)OP(OC(CCCCC)C)(O)=O di(1-methylhexyl)phosphoric acid